FC1=CC=C2C=CC=C(C2=C1F)B1OC(C(O1)(C)C)(C)C 2-(7,8-difluoronaphthalen-1-yl)-4,4,5,5-tetramethyl-1,3,2-dioxaborolane